[1-(2-aminoethyl)-5-methoxy-6-(1H-1,2,3,4-tetrazol-5-yl)-1H-imidazo[4,5-b]pyridin-2-yl]diphenylmethanol NCCN1C(=NC2=NC(=C(C=C21)C2=NN=NN2)OC)C(O)(C2=CC=CC=C2)C2=CC=CC=C2